1-(4-(5-chloro-7-fluoro-6-(3-hydroxy-1-naphthalenyl)-2,1-benzothiazol-3-yl)-1-piperazin-yl)-2-propen-1-one ClC=1C(=C(C=2C(=C(SN2)N2CCN(CC2)C(C=C)=O)C1)F)C1=CC(=CC2=CC=CC=C12)O